ClC=1C(=C(C=CC1)C)[C@]1(CN(CC1)C(=O)OC(C)(C)C)NC=1C=C2C(N(C=NC2=CC1)C)=O tert-butyl (R)-3-(3-chloro-2-tolyl)-3-(3-methyl-4-oxo-6-quinazolinylamino)-1-pyrrolidinecarboxylate